2-(4,5-difluoro-1-(tetrahydro-2H-pyran-2-yl)-1H-indazol-3-yl)-N-ethyl-N-methylethan-1-amine FC1=C2C(=NN(C2=CC=C1F)C1OCCCC1)CCN(C)CC